2-hydroxy-2-methylpropyl-3-oxo-2-(1H-pyrazol-4-yl)-6-[4-(trifluoromethyl)phenyl]-2,3-dihydropyridazine-4-carboxamide OC(CC1=C(C(N(N=C1C1=CC=C(C=C1)C(F)(F)F)C=1C=NNC1)=O)C(=O)N)(C)C